[Re](=S)(=O)(=O)O.NC1=CN=C(N(C1=O)CC(=O)NCC1=CC=2C=NC=CC2N1S(=O)(=O)C1=CC=CC=C1)C1=CC=CC=C1 2-(5-amino-6-oxo-2-phenylpyrimidin-1(6H)-yl)-N-((1-(benzenesulfonyl)-1H-pyrrolo[3,2-C]pyridin-2-yl)methyl)acetamide thioperrhenate